ClC=1C=C(OC2=C(C=C(C=C2)C2C=3C(NC(C2)=O)=NNC3)OC)C=CC1 4-[4-(3-Chlorophenoxy)-3-methoxyphenyl]-2H,4H,5H,6H,7H-pyrazolo[3,4-b]pyridin-6-one